C(C)(C)(C)[C@@H]1N(CCN(C1C)C=1C2=C(N(C(N1)=O)C=1C(=NC=CC1C)C(C)C)N=C(C(=C2)Cl)Cl)C(=O)O tert-butyl-(S)-4-(6,7-dichloro-1-(2-isopropyl-4-methylpyridin-3-yl)-2-oxo-1,2-dihydropyrido[2,3-d]pyrimidin-4-yl)-3-methylpiperazine-1-carboxylic acid